BrC1=CC=C(C=C1)C=1N=C2N(C=CC=N2)C1CN1C2CN(C(C1)CC2)C(=O)C2CCCC2 (5-{[2-(4-bromophenyl)imidazo[1,2-a]pyrimidin-3-yl]methyl}-2,5-diazabicyclo[2.2.2]oct-2-yl)(cyclopentyl)methanone